ethyl 1-(1-tert-butoxycarbonylazetidin-3-yl)pyrazole-4-carboxylate C(C)(C)(C)OC(=O)N1CC(C1)N1N=CC(=C1)C(=O)OCC